(2-imidazole-1-yl)-6-chlorobenzamide N1(C=NC=C1)C1=C(C(=O)N)C(=CC=C1)Cl